5-formyl-N-(4-(piperidin-1-ylsulfonyl)benzyl)-1H-indole-1-carboxamide C(=O)C=1C=C2C=CN(C2=CC1)C(=O)NCC1=CC=C(C=C1)S(=O)(=O)N1CCCCC1